3-([1,2,4]Triazolo[4,3-b]Pyridazin-3-yl)-N-(1-benzylpiperidin-4-yl)propanamide N=1N=C(N2N=CC=CC21)CCC(=O)NC2CCN(CC2)CC2=CC=CC=C2